tert-butyl 3-((5-iodo-3-methylpyrazin-2-yl)oxy)-3-methylpyrrolidine-1-carboxylate IC=1N=C(C(=NC1)OC1(CN(CC1)C(=O)OC(C)(C)C)C)C